4-(6-(5-chloropyridin-2-yl)-7-((2-(trimethylsilyl)ethoxy)methyl)-7H-pyrrolo[2,3-d]pyrimidin-4-yl)morpholine ClC=1C=CC(=NC1)C1=CC2=C(N=CN=C2N2CCOCC2)N1COCC[Si](C)(C)C